COCC(COC)OCS(=O)(=O)C1=CC=C(OC\C(\CN)=C\F)C=C1 (E)-2-((4-((((1,3-dimethoxypropan-2-yl)oxy)methyl)sulfonyl)phenoxy)methyl)-3-fluoroprop-2-en-1-amine